MONOCHLOROTRIFLUOROPROPENE ClC(=C)C(F)(F)F